N1C=CC2=C(C=CC=C12)C=1N=C(C2=C(N1)C=CC(=N2)C=2C(=NN(C2C)C)C)N2[C@@H](COCC2)C (R)-4-(2-(1H-indol-4-yl)-6-(1,3,5-trimethyl-1H-pyrazol-4-yl)pyrido[3,2-d]pyrimidin-4-yl)-3-methylmorpholine